Neodymium trifluoromethanesulfonate FC(S(=O)(=O)[O-])(F)F.[Nd+3].FC(S(=O)(=O)[O-])(F)F.FC(S(=O)(=O)[O-])(F)F